O=C1NC(CCC1N1C(C2=CC=CC(=C2C1=O)NCC1=CC=C(C=C1)CN1CCC(CC1)(O)CC)=O)=O 2-(2,6-dioxopiperidin-3-yl)-4-(4-((4-ethyl-4-hydroxypiperidin-1-yl)methyl)benzylamino)isoindoline-1,3-dione